C1CCN2CCCC12COC=1N=CC2=C(N1)C=CN=C2 ((hexahydro-1H-pyrrolizin-7a-yl)methoxy)pyrido[4,3-d]pyrimidine